1-(3-(5-amino-3-(2-chloro-4-((4-cyclopropylpyridin-2-yl)oxy)phenyl)imidazo[1,5-c]pyrimidin-1-yl)pyrrolidin-1-yl)prop-2-en-1-one NC1=NC=CC=2N1C(=NC2C2CN(CC2)C(C=C)=O)C2=C(C=C(C=C2)OC2=NC=CC(=C2)C2CC2)Cl